C(C)(C)(C)OC(=O)N[C@@H](C)C(=O)OC1(CCCC1)CC1=CC=C(C=C1)Cl 1-(4-chlorobenzyl)cyclopentyl (tert-butoxycarbonyl)alaninate